(S)-1,3-dihydro-spiro[indene-2,4'-piperidine]-1-amine N1CCC2(CC1)[C@@H](C1=CC=CC=C1C2)N